9-chloro-5,6,7,8-tetrahydroacridine-2-carboxamide ClC=1C=2CCCCC2N=C2C=CC(=CC12)C(=O)N